3-[3-methyl-2-oxo-5-[[3-(4-piperidylmethoxy)azetidin-1-yl]methyl]benzimidazol-1-yl]piperidine-2,6-dione CN1C(N(C2=C1C=C(C=C2)CN2CC(C2)OCC2CCNCC2)C2C(NC(CC2)=O)=O)=O